[Ir+3].C(C(C)(C)C)(=O)CC(C(C)(C)C)=O (Dipivalylmethane) Iridium (III)